C(C=CCCCCCCCCCCC)=O 8Z-Tetradecenal